4-(6-(4,4-difluoropiperidine-1-carbonyl)-2-(5-hydroxy-5-methylhex-1-yn-1-yl)-3H-imidazo[4,5-b]pyridin-3-yl)benzonitrile FC1(CCN(CC1)C(=O)C=1C=C2C(=NC1)N(C(=N2)C#CCCC(C)(C)O)C2=CC=C(C#N)C=C2)F